N-(2-(pyridin-4-yl)-1H-pyrrolo[3,2-c]pyridin-6-yl)acetamide N1=CC=C(C=C1)C1=CC=2C=NC(=CC2N1)NC(C)=O